C(C)(C)(C)OC(=O)N1CC2(C1)CCN(CC2)C=2C=NN(C2)COCC[Si](C)(C)C 7-(1-((2-(trimethylsilyl)ethoxy)methyl)-1H-pyrazol-4-yl)-2,7-diazaspiro[3.5]nonane-2-carboxylic acid tert-butyl ester